4-Cyclopropyl-N-((S)-(4,4-difluorocyclohexyl)(7-(((3R*,4R*)-2-oxo-4-(trifluoromethyl)piperidin-3-yl)methyl)imidazo[1,2-b]pyridazin-2-yl)methyl)-1,2,5-oxadiazole-3-carboxamide C1(CC1)C=1C(=NON1)C(=O)N[C@H](C=1N=C2N(N=CC(=C2)C[C@H]2C(NCC[C@H]2C(F)(F)F)=O)C1)C1CCC(CC1)(F)F |o1:21,26|